BrC1=CC(=NC=C1)C(=O)NNC(=O)[C@@]1(CN(CCC1)C(=O)OC(C)(C)C)F tert-butyl (R)-3-(2-(4-bromopicolinoyl) hydrazine-1-carbonyl)-3-fluoropiperidine-1-carboxylate